BrC1=CC=C(C=C1)C(C1=CC=C(C#N)C=C1)OC1=CC=C2C(CCOC2=C1C)=O 4-((4-bromophenyl)((8-methyl-4-oxochroman-7-yl)oxy)methyl)benzonitrile